2-(bromomethyl)-3,4-difluorobenzoate BrCC1=C(C(=O)[O-])C=CC(=C1F)F